ClC=1C=2N(C=C(C1)S(=O)(=O)NC1(CC1)CF)C(=NC2I)C=2SC(=NN2)C(F)F 8-chloro-3-(5-(difluoromethyl)-1,3,4-thiadiazol-2-yl)-N-(1-(fluoromethyl)cyclopropyl)-1-iodoimidazo[1,5-a]pyridine-6-sulfonamide